acryloxypropyl-triisopropoxysilane C(C=C)(=O)OCCC[Si](OC(C)C)(OC(C)C)OC(C)C